diazane-1-carboxylate N(N)C(=O)[O-]